5-(Benzyloxy)-3-bromo-2-(2,5-dimethyl-1H-pyrrol-1-yl)pyridine C(C1=CC=CC=C1)OC=1C=C(C(=NC1)N1C(=CC=C1C)C)Br